2-(1H-pyrazol-3-ylmethyl)-2,6-diazaspiro[3.3]heptane N1N=C(C=C1)CN1CC2(C1)CNC2